1-Isopropyl-4-(3-(3-(methylamino)-1-(thiophen-3-yl)propoxy)phenyl)-1,4-diazepan-5-one C(C)(C)N1CCN(C(CC1)=O)C1=CC(=CC=C1)OC(CCNC)C1=CSC=C1